7-(cyclopropylsulfonylamino)-N-(3-(1-methyl-1H-imidazol-4-yl)pyridin-4-yl)quinazoline-2-carboxamide C1(CC1)S(=O)(=O)NC1=CC=C2C=NC(=NC2=C1)C(=O)NC1=C(C=NC=C1)C=1N=CN(C1)C